4-[[4-[3-(4-Butoxyphenyl)prop-2-enoyl]phenyl]sulfonylamino]benzoic acid C(CCC)OC1=CC=C(C=C1)C=CC(=O)C1=CC=C(C=C1)S(=O)(=O)NC1=CC=C(C(=O)O)C=C1